C(C1=CC=CC=C1)C1(CC(=NO1)CNC(=O)C1=CC=CC=2N1C=CN2)C(=O)OC Methyl 5-benzyl-3-((imidazo[1,2-a]pyridine-5-carboxamido)methyl)-4,5-dihydroisoxazole-5-carboxylate